FC(C(C(F)(F)F)(C=1C=C2C(OC(C2=CC1)=O)=O)C=1C=C2C(OC(C2=CC1)=O)=O)(F)F 5,5'-(hexafluoroisopropylidene)bis(1,3-isobenzofurandione)